O=C(CC)C1=CC=C(OC2=NC=CC=C2C(=O)O)C=C1 2-[4-(1-Oxopropyl)phenoxy]-3-pyridinecarboxylic acid